1-(2-(2-amino-6-hydroxy-9H-purin-9-yl)ethyl)-3-(1-ethyl-3-methyl-1H-pyrazol-5-yl)urea NC1=NC(=C2N=CN(C2=N1)CCNC(=O)NC1=CC(=NN1CC)C)O